COC(=O)C1=CC2=C(N(C(=N2)C2=CC=3C(=NC(=CC3)C=C)N2CC)C)C(=C1)OC 2-{6-vinyl-1-ethyl-1H-pyrrolo[2,3-b]pyridin-2-yl}-7-methoxy-1-methyl-1H-1,3-benzodiazole-5-carboxylic acid methyl ester